(3-(1-(4-bromobenzyl)-1H-1,2,3-triazol-4-yl)phenyl)-7-methoxy-6-(3-morpholinopropoxy)quinazolin-4-amine BrC1=CC=C(CN2N=NC(=C2)C=2C=C(C=CC2)C2=NC3=CC(=C(C=C3C(=N2)N)OCCCN2CCOCC2)OC)C=C1